(S)-2-((6-chloro-4-((methylsulfonyl)methyl)pyridin-2-yl)amino)butan-1-ol ClC1=CC(=CC(=N1)N[C@H](CO)CC)CS(=O)(=O)C